ClC=1C(=C(C=CC1Cl)NC1=NC=NC2=CC(=C(C=C12)OC1CC(C1)NC(OC(C)(C)C)=O)OCCO)F tert-butyl ((1s,3s)-3-((4-((3,4-dichloro-2-fluorophenyl)amino)-7-(2-hydroxyethoxy)quinazolin-6-yl)oxy)cyclobutyl)carbamate